(S)-(2-Chloro-3-methoxyphenyl)(2,7-dimethyl-3-(1-methyl-5-(trifluoromethyl)-1H-pyrazol-3-yl)-2,4,5,7-tetrahydro-6H-pyrazolo[3,4-c]pyridin-6-yl)methanone ClC1=C(C=CC=C1OC)C(=O)N1[C@H](C=2C(CC1)=C(N(N2)C)C2=NN(C(=C2)C(F)(F)F)C)C